CCOCCCNC(=O)C(C(C)(C)CO)O (R)-(+)-2,4-Dihydroxy-N-(3-ethoxypropyl)-3,3-dimethylbutyramide